C1(=CC=CC=C1)NC1=CC=C(C=C1)N phenyl-p-phenylenediamine